2-[((2-fluoro-4-iodophenyl)amino)thieno[2,3-b]pyridin-3-yl]-[2-(hydroxymethyl)-piperidin-1-yl]-methanone FC1=C(C=CC(=C1)I)NC1=C(C=2C(=NC=CC2)S1)C1(N(CCCC1)C=O)CO